The molecule is an alpha-amino-acid anion obtained by the deprotonation of the carboxy group of kynurenine. It is a conjugate base of a kynurenine. C1=CC=C(C(=C1)C(=O)CC(C(=O)[O-])N)N